[N-](S(=O)(=O)C(F)(F)F)S(=O)(=O)C(F)(F)F.C(C)N1C=[N+](C=C1)C 1-ethyl-3-methylimidazolium bis(trifluoromethanesulfonyl)imide salt